N-((1H-pyrrolo[3,2-c]pyridine-2-yl)methyl)-2-(3-cyano-4-((3-phenylpropyl)amino)-[1,1'-biphenyl]-2-yl)acetamide N1C(=CC=2C=NC=CC21)CNC(CC2=C(C=CC(=C2C#N)NCCCC2=CC=CC=C2)C2=CC=CC=C2)=O